diethyl-imidazole tetrazolium salt [NH+]=1NN=NC1.C(C)C1=C(N=CN1)CC